methyl (2R,3S,5S)-2-(((tert-butyldimethylsilyl)oxy)methyl)-5-(difluoromethyl)-3-(2,2,2-trifluoro-N-(4-methoxybenzyl)acetamido)pyrrolidine-1-carboxylate [Si](C)(C)(C(C)(C)C)OC[C@@H]1N([C@@H](C[C@@H]1N(C(C(F)(F)F)=O)CC1=CC=C(C=C1)OC)C(F)F)C(=O)OC